COC1=C(C#N)C=CC(=N1)N1N=CC(=C1)CN1C[C@@H](N[C@@H](C1)C=1C(=C2COC(C2=CC1)=O)C)C 2-methoxy-6-(4-(((3S,5R)-3-methyl-5-(4-methyl-1-oxo-1,3-dihydroisobenzofuran-5-yl)piperazin-1-yl)methyl)-1H-pyrazol-1-yl)nicotinonitrile